C(C)OC(CCC(=O)C1=NC(=CC(=C1O)C#N)CC1=C(C=C(C=C1Cl)F)Cl)=O 4-[4-cyano-6-(2,6-dichloro-4-fluoro-benzyl)-3-hydroxy-pyridin-2-yl]-4-oxo-butyric acid ethyl ester